CCCCOC(=O)C(C)CC N-Butyl 2-Methylbutyrate